IC=1N=C(N2C1C(N(CC2)C=O)C)C2=NC(=NS2)C 1-iodo-8-methyl-3-(3-methyl-1,2,4-thiadiazol-5-yl)-5,6-dihydroimidazo[1,5-a]pyrazin-7(8H)-methanone